N-(4-(pyridin-2-ylmethoxy)phenyl)-3,4-dihydro-2H-[1,4]oxazino[2,3-f]quinazolin-10-amine N1=C(C=CC=C1)COC1=CC=C(C=C1)NC1=NC=NC2=CC=C3C(=C12)OCCN3